N1=CC=C(C=C1)C=1C=C(C=CC1)C1=COC=2C1=NC=C(C2)C2=CC=C(C=C2)N2CCN(CC2)C(=O)OC(C)(C)C tert-butyl 4-(4-(3-(3-(pyridin-4-yl)phenyl)furo[3,2-b]pyridin-6-yl)phenyl)piperazine-1-carboxylate